isopropyl (S)-6-diazo-2-((S)-2-(4-hydroxyphenyl)-2-methoxyacetamido)-5-oxohexanoate [N+](=[N-])=CC(CC[C@@H](C(=O)OC(C)C)NC([C@@H](OC)C1=CC=C(C=C1)O)=O)=O